3-chloro-4-(6-cyano-5-fluoropyridin-2-yl)-N-((1S,3S)-3-(hydroxymethyl)cyclobutyl)benzenesulfonamide ClC=1C=C(C=CC1C1=NC(=C(C=C1)F)C#N)S(=O)(=O)NC1CC(C1)CO